C1(=CC=CC=C1)N(C1=CC=2C3(C4=CC=CC=C4C2C=C1)C1=CC=CC=C1C1=CC=CC=C13)C1=CC=C(C=C1)C=1C=CC=3N(C2=CC=CC=C2C3C1)C1=CC=CC=C1 N-phenyl-N-[4-(9-phenyl-9H-carbazol-3-yl)phenyl]-Spiro-9,9'-bifluoren-2-amine